5-[3-[3,3-difluoro-1-(4-methyl-1,2,4-triazol-3-yl)cyclobutyl]phenyl]-2-[[(3S)-3-methylpiperidin-1-yl]methyl]-7-(trifluoromethyl)-3H-imidazo[4,5-c]pyridin-4-one FC1(CC(C1)(C1=NN=CN1C)C=1C=C(C=CC1)N1C(C2=C(C(=C1)C(F)(F)F)N=C(N2)CN2C[C@H](CCC2)C)=O)F